N1=C(C(=CC(=C1)C)C(=O)OC)C(=O)OC dimethyl 5-picoline-2,3-dicarboxylate